N1N=CC(=C1)CCNC1=NC(=NC(=C1C)C)C(=O)N1CCC(CC1)C(F)(F)F (4-((2-(1H-pyrazol-4-yl)ethyl)amino)-5,6-dimethylpyrimidin-2-yl)(4-(trifluoromethyl)piperidin-1-yl)methanone